3-[4-(morpholin-4-yl)phenyl]Propionic acid benzyl ester C(C1=CC=CC=C1)OC(CCC1=CC=C(C=C1)N1CCOCC1)=O